ClC=1C=CC=2N=CN=C(C2N1)NC1=C(C=C(C=C1)OC1=CC2=C(N(C=N2)C)C=C1)F 6-chloro-N-{2-fluoro-4-[(1-methyl-1,3-benzodiazol-5-yl)oxy]phenyl}pyrido[3,2-d]pyrimidin-4-amine